(3R,4R)-1-(5,6-difluoro-1-((5-(methylsulfonyl)pyridin-2-yl)methyl)-1H-benzo[d]imidazol-2-yl)-4-fluoropiperidin-3-amine FC1=CC2=C(N(C(=N2)N2C[C@H]([C@@H](CC2)F)N)CC2=NC=C(C=C2)S(=O)(=O)C)C=C1F